5-(3-(Difluoromethoxy)phenyl)-N-(3-(3,3,3-trifluoro-2-hydroxy-2-methylpropyl)-1,2,4-thiadiazol-5-yl)-2-(trifluoromethyl)furan-3-carboxamide FC(OC=1C=C(C=CC1)C1=CC(=C(O1)C(F)(F)F)C(=O)NC1=NC(=NS1)CC(C(F)(F)F)(C)O)F